NC1=NC=CC(=N1)C=1C2=C(C(=NC1)NCC=1C=C(C(=O)NCCCOC)C=CC1)CCO2 3-(((7-(2-Aminopyrimidin-4-yl)-2,3-dihydrofuro[3,2-c]pyridin-4-yl)amino)methyl)-N-(3-methoxypropyl)benzamid